6-chloro-4-ethoxypyrido[3,2-d]pyrimidine ClC=1C=CC=2N=CN=C(C2N1)OCC